tert-butyl N-(4-fluoro-5-Methoxy-2-nitro-phenyl)carbamate FC1=CC(=C(C=C1OC)NC(OC(C)(C)C)=O)[N+](=O)[O-]